5-bromo-1,3-dihydro-2H-imidazo[4,5-b]pyrazine-2-thione BrC=1N=C2C(=NC1)NC(N2)=S